3-(N-METHYL-HYDRAZINO)-PROPIONIC ACID CN(N)CCC(=O)O